BrC=1C=C(C2=C(N(C(=N2)C)C)C1)F 6-bromo-4-fluoro-1,2-dimethyl-1,3-benzodiazole